N-(2-(N-(4-hydroxyphenyl)aminosulfonyl)-pyridin-4-yl)-2-oxo-2H-chromene-8-amide OC1=CC=C(C=C1)NS(=O)(=O)C1=NC=CC(=C1)NC(=O)C=1C=CC=C2C=CC(OC12)=O